tert-butyl (3-(6-bromo-4-oxoquinazolin-3(4H)-yl)-1-(hexylamino)-1-oxopropan-2-yl)carbamate BrC=1C=C2C(N(C=NC2=CC1)CC(C(=O)NCCCCCC)NC(OC(C)(C)C)=O)=O